N,N'-di-Boc-D-ornithine C(=O)(OC(C)(C)C)N[C@H](CCCNC(=O)OC(C)(C)C)C(=O)O